C(CCCCCCCCCCCCCCCCC)(=O)[O-].[Mg+2].OC1(C(C(NCC1C)C)CNS(=O)(=O)C)C.C(CCCCCCCCCCCCCCCCC)(=O)[O-] N-((4-hydroxy-2,4,5-trimethylpiperidin-3-yl)methyl)methanesulfonamide Magnesium stearate